4-[5-(2-methylphenyl)-1,3,4-oxadiazol-2-yl]piperidine CC1=C(C=CC=C1)C1=NN=C(O1)C1CCNCC1